2-benzyl-1-(6-((4-methoxybenzyl)oxy)-4-morpholinopyridin-2-yl)-4-methyl-1,4-diazepan-5-one C(C1=CC=CC=C1)C1N(CCC(N(C1)C)=O)C1=NC(=CC(=C1)N1CCOCC1)OCC1=CC=C(C=C1)OC